5,5'-sulfonylbis(isobenzofuran-1,3-dione) S(=O)(=O)(C=1C=C2C(OC(C2=CC1)=O)=O)C=1C=C2C(OC(C2=CC1)=O)=O